5-chloro-2-(difluoromethyl)-N-((1r,4r)-4-((3-(furan-3-yl)-3-hydroxy-2-oxoindolin-1-yl)methyl)cyclohexyl)nicotinamide ClC=1C=NC(=C(C(=O)NC2CCC(CC2)CN2C(C(C3=CC=CC=C23)(O)C2=COC=C2)=O)C1)C(F)F